3-(4-(8-Chloro-7-((2-methyl-1-((2-(trimethylsilyl)ethoxy)methyl)-1H-benzo[d]imidazol-6-yl)oxy)quinoxalin-2-yl)-1H-pyrazol-1-yl)cyclobutanone ClC=1C(=CC=C2N=CC(=NC12)C=1C=NN(C1)C1CC(C1)=O)OC=1C=CC2=C(N(C(=N2)C)COCC[Si](C)(C)C)C1